6-methyl-N-(1-methylcyclopropyl)-5-[4-(5-methylpyrazin-2-yl)piperidine-1-carbonyl]furo[2,3-d]pyrimidin-4-amine CC1=C(C2=C(N=CN=C2NC2(CC2)C)O1)C(=O)N1CCC(CC1)C1=NC=C(N=C1)C